F[C@@]1(C[C@H](N(CC1)C(=O)NC\C=C\S(=O)(=O)C)C1=CC=CC=C1)C (2s,4s)-4-fluoro-4-methyl-N-((E)-3-(methylsulfonyl)allyl)-2-phenylpiperidine-1-carboxamide